6,7-difluoro-5-((triisopropylsilyl)ethynyl)naphthalen-2-amine FC=1C(=C2C=CC(=CC2=CC1F)N)C#C[Si](C(C)C)(C(C)C)C(C)C